COC1=C(C=CC(=C1)OC)CC1=NN(C2=NC(=NC(=C21)C=2N(C=C(N2)C2=CC(=NN2CC)C)C)C(=O)N)C [(2,4-dimethoxyphenyl)methyl]-4-[4-(1-ethyl-3-methyl-1H-pyrazol-5-yl)-1-methyl-1H-imidazol-2-yl]-1-methyl-1H-pyrazolo[3,4-d]pyrimidine-6-carboxamide